4-(6-((tert-butoxycarbonyl)(methyl)amino)pyridin-3-yl)-2-chloropyrimidine-5-carboxylic acid isopropyl ester C(C)(C)OC(=O)C=1C(=NC(=NC1)Cl)C=1C=NC(=CC1)N(C)C(=O)OC(C)(C)C